4-((6-(2-(4-Fluoro-3-methylphenyl)pyridin-3-yl)quinazolin-4-yl)amino)benzamide FC1=C(C=C(C=C1)C1=NC=CC=C1C=1C=C2C(=NC=NC2=CC1)NC1=CC=C(C(=O)N)C=C1)C